FC(C(=O)O)(F)C1=C(C(=C(C(=C1)F)F)F)F α,α,2,3,4,5-hexafluoro-phenylacetic acid